(1S,2R,5R)-3-((4-(4-chlorophenoxy)piperidin-1-yl)sulfonyl)-8-((2-methoxy-ethoxy)carbonyl)-3,8-diazabicyclo[3.2.1]octane-2-carboxylic acid ClC1=CC=C(OC2CCN(CC2)S(=O)(=O)N2[C@H]([C@@H]3CC[C@H](C2)N3C(=O)OCCOC)C(=O)O)C=C1